CC=1NC(=C(C(C1C#N)C1=CSC2=NC=CC=C21)C#N)C 2,6-dimethyl-4-(thieno[2,3-b]pyridin-3-yl)-1,4-dihydropyridine-3,5-dinitrile